(3S)-1-[3-[4-(5-chloro-3-methylsulfonyl-2-pyridinyl)phenyl]azetidine-1-carbonyl]pyrrolidine-3-carboxamide ClC=1C=C(C(=NC1)C1=CC=C(C=C1)C1CN(C1)C(=O)N1C[C@H](CC1)C(=O)N)S(=O)(=O)C